C(C)(C)(C)C1=CC(=NO1)NC(NC1=CC=C(C=C1)N1C=NC2=C1C=CC(=C2)OCCCCC(=O)O)=O 5-(1-{4-[3-(5-tert-butyl-isoxazol-3-yl)-ureido]-phenyl}-1H-benzimidazol-5-yloxy)-pentanoic acid